5-(Hydroxysulfamoyl)-1,3-thiazol ONS(=O)(=O)C1=CN=CS1